O1N=C(C=C1)COC1=C(C=C2C=C(NC2=C1)CNC(=O)N1CCCC1)OC(F)(F)F N-((6-(isoxazol-3-ylmethoxy)-5-(trifluoromethoxy)-1H-indol-2-yl)methyl)pyrrolidine-1-carboxamide